C(CC)C(C(=O)O)(C(=O)O)CCC dipropyl-Malonic acid